C(C)(C)(C)[C@@H]1CC=2C=C3C(=NC2CC1)SC(=N3)C(=O)N[C@H](CCN3CCC(CC3)O)C=3C=NC(=CC3)N3C(OCC3)=O |r| rac-(7S)-7-tert-butyl-N-[rac-(1R)-3-(4-hydroxy-1-piperidyl)-1-[6-(2-oxooxazolidin-3-yl)-3-pyridyl]propyl]-5,6,7,8-tetrahydrothiazolo[5,4-b]quinoline-2-carboxamide